C(C)(=O)C1=CC=C(C=C1)N1C(N2N(CC=C3C2C=2C=CC(=CC2OC3(C)C)NS(=O)(=O)C)C1=O)=O N-(2-(4-acetylphenyl)-7,7-dimethyl-1,3-dioxo-2,3,5,12b-tetrahydro-1H,7H-chromeno[4,3-c][1,2,4]triazolo[1,2-a]pyridazin-10-yl)methanesulfonamide